CC(C)N1C(=NN=C1)C1=CC=CC(=N1)C1=C(C(=O)N)C=CC=C1 6-(4-propan-2-yl-1,2,4-triazol-3-yl)pyridin-2-ylbenzamide